5-methoxy-4-methyl-2-methylthioamphetamine COC=1C(=CC(=C(CC(N)C)C1)SC)C